4,4'-(benzo[c][1,2,5]thiadiazole-4,7-diylbis(naphthalene-8,1-diyl))bis(N-((R)-1-cyclohexylethyl)benzamide) N=1SN=C2C1C(=CC=C2C=2C=CC=C1C=CC=C(C21)C2=CC=C(C(=O)N[C@H](C)C1CCCCC1)C=C2)C=2C=CC=C1C=CC=C(C21)C2=CC=C(C(=O)N[C@H](C)C1CCCCC1)C=C2